S1C2=C(C=C1C1=C(C(=C(C=C1CCCCC)O)C1CCCC(=C1)C)O)C=CC=C2 3-(benzo[b]thiophen-2-yl)-5'-methyl-4-pentyl-1',2',3',4'-tetrahydro[1,1'-biphenyl]-2,6-diol